2-[methyl-(1-oxo-9-octadecenyl)-amino]-ethanesulfonic acid CN(CCS(=O)(=O)O)C(CCCCCCCC=CCCCCCCCC)=O